7-((2-methyl-2H-tetrazol-5-yl)(phenyl)methyl)-4,7-diazaspiro[2.5]octane CN1N=C(N=N1)C(N1CCNC2(CC2)C1)C1=CC=CC=C1